4-bromo-1-fluoro-naphthalen-2-ol BrC1=CC(=C(C2=CC=CC=C12)F)O